Hydrazyl-Sulfit N(N)S(=O)([O-])[O-]